methyl (E)-3-chloro-4-hydroxy-5-(((2-hydroxyethyl)imino)methyl)-2-methylbenzoate ClC=1C(=C(C(=O)OC)C=C(C1O)/C=N/CCO)C